(4r,5s,7r,8r,9s,10r)-7-(hydroxymethyl)-4-((pyridin-4-ylmethyl)amino)-9-(4-(3,4,5-trifluorophenyl)-1H-1,2,3-triazol-1-yl)-1,6-dioxaspiro[4.5]decan-8,10-diol OC[C@H]1O[C@@]2([C@@H](CCO2)NCC2=CC=NC=C2)[C@@H]([C@H]([C@H]1O)N1N=NC(=C1)C1=CC(=C(C(=C1)F)F)F)O